FC1=C(C(=CC(=C1)F)OCCOC)C=1C2=C(C(=NC1C1=NN3C(CN[C@@H](C3)C)=C1)C13CC(C1)(C3)C(=O)NC)C=CS2 3-[7-[2,4-difluoro-6-(2-methoxyethoxy)phenyl]-6-[(6R)-6-methyl-4,5,6,7-tetrahydropyrazolo[1,5-a]pyrazin-2-yl]thieno[3,2-c]pyridin-4-yl]-N-methyl-bicyclo[1.1.1]pentane-1-carboxamide